COC=1C=C(C=CC1OC)C1=NC2=C(N1)C=CC=C2 2-(3,4-dimethoxyphenyl)-1H-benzo[d]imidazole